3-(6-fluoropyridin-3-yl)-2-(4-methyl-4-(4-methyl-4H-1,2,4-triazol-3-yl)piperidin-1-yl)benzonitrile FC1=CC=C(C=N1)C=1C(=C(C#N)C=CC1)N1CCC(CC1)(C1=NN=CN1C)C